BrC=1C=C(C=NC1)C(C)NS(=O)C(C)(C)C N-(1-(5-bromopyridin-3-yl)ethyl)-2-methylpropane-2-sulfinamide